2-methoxy-5-(1-propenyl)phenol COC1=C(C=C(C=C1)C=CC)O